(3S,4S,E)-1-iodo-2,4-dimethylhexa-1,5-dien-3-yl-(3R)-3-((tert-butyldimethylsilyl)oxy)-5-((4R,5S)-2-(4-methoxyphenyl)-4-methyl-5-vinyl-1,3-dioxolan-4-yl)pentanoate I\C=C(\[C@H]([C@H](C=C)C)OC(C[C@@H](CC[C@]1(OC(O[C@H]1C=C)C1=CC=C(C=C1)OC)C)O[Si](C)(C)C(C)(C)C)=O)/C